BrC(C(=O)C1=CNC2=CC(=C(C=C12)C)F)C1=C(C=C(C=C1)F)OC 2-bromo-2-(4-fluoro-2-methoxyphenyl)-1-(6-fluoro-5-methyl-1H-indol-3-yl)ethanone